C1(CC1)C1=CC=C(OCC2=NN=C(S2)C2=C(C(=O)N)C(=CC(=N2)C)C2=C(C=CC=C2)OC)C=C1 (5-((4-cyclopropylphenoxy)methyl)-1,3,4-thiadiazol-2-yl)-4-(2-methoxyphenyl)-6-methylnicotinamide